2-(3,5-dimethylphenoxy)ethylamine CC=1C=C(OCCN)C=C(C1)C